BrC=1C=C2C(=NC1[C@@H](CC1=CC(=CC(=C1)F)F)NC(OC(C)(C)C)=O)C=CN2 tert-butyl (R)-(1-(6-bromo-1H-pyrrolo[3,2-b]pyridin-5-yl)-2-(3,5-difluorophenyl)ethyl)carbamate